((2R,6R)-2,6-dimethyl-piperazin-1-yl)(6a-ethyl-2-(3-fluoro-2-hydroxy-phenyl)-5,6,6a,7,9,10-hexahydro-8H-pyrazino-[1',2':4,5]pyrazino[2,3-c]pyridazin-8-yl)meth-anone C[C@H]1N([C@@H](CNC1)C)C(=O)N1CC2(N(C=3C(=NN=C(C3)C3=C(C(=CC=C3)F)O)NC2)CC1)CC